ClC1=CC=C(C=C1)[C@@]1(N(C(C2=CC(=CC=C12)C(CN1C(NCC1)=O)(C)O)=O)CC1=NC=C(C=C1)Cl)OC (3R)-3-(4-chlorophenyl)-2-[(5-chloropyridin-2-yl)methyl]-6-[2-hydroxy-1-(2-oxoimidazolidin-1-yl)propan-2-yl]-3-methoxy-2,3-dihydro-1H-isoindol-1-one